COC(C1=CC(=C(C=C1)C#C[Si](C)(C)C)Cl)=O 3-chloro-4-((trimethylsilyl)ethynyl)benzoic acid methyl ester